N-(4-(4-chloro-2-fluorophenyl)piperidin-4-yl)-4-(trifluoromethoxy)benzene-sulfonamide ClC1=CC(=C(C=C1)C1(CCNCC1)NS(=O)(=O)C1=CC=C(C=C1)OC(F)(F)F)F